ethyl 2-((ethoxycarbonyl) (hexyl) amino)-3-methylpentanoate C(C)OC(=O)N(C(C(=O)OCC)C(CC)C)CCCCCC